N,2-dimethylbenzimidazole CN1C(=NC2=C1C=CC=C2)C